N=1N(N=CC1)C1=C(C=C(C=N1)NC(=O)N1CCCC2=C(C=CC=C12)Br)C(F)(F)F N-(6-(2H-1,2,3-triazol-2-yl)-5-(trifluoromethyl)pyridin-3-yl)-5-bromo-3,4-dihydroquinoline-1(2H)-carboxamide